4-bromo-2-(trifluoromethoxy)benzoyl-hydrazine BrC1=CC(=C(C(=O)NN)C=C1)OC(F)(F)F